CC1(C(C1)O[C@H]1C[C@@H](N(CC1)CC1=C2C=CNC2=C(C=C1OC)C)C1=CC=C(C(=O)O)C=C1)C 4-((2R,4R)-4-(2,2-dimethylcyclopropoxy)-1-((5-methoxy-7-methyl-1H-indol-4-yl)methyl)piperidin-2-yl)benzoic acid